FC=1C(=C(C=CC1F)C1N=C(NC(=C1C(=O)OCC)C)C=1SC=CN1)C Ethyl 4-(3,4-difluoro-2-methylphenyl)-6-methyl-2-(thiazol-2-yl)-1,4-dihydropyrimidine-5-carboxylate